[(2R,3R,4R)-5-(2,4-dioxopyrimidin-1-yl)-3,4-bis(2-methylpropanoyloxy)tetrahydrofuran-2-yl]methyl 2-methylpropanoate CC(C(=O)OC[C@H]1OC([C@@H]([C@@H]1OC(C(C)C)=O)OC(C(C)C)=O)N1C(NC(C=C1)=O)=O)C